2-(4-((2-(4-(5-chloropyrimidin-2-yl)piperidin-1-yl)-5,5-dioxo-7,8-dihydro-6H-thiopyrano[3,2-d]pyrimidin-4-yl)amino)-2,6-difluorophenyl)acetic acid ClC=1C=NC(=NC1)C1CCN(CC1)C=1N=C(C2=C(N1)CCCS2(=O)=O)NC2=CC(=C(C(=C2)F)CC(=O)O)F